2-amino-N',3-dimethyl-N'-(pyrimidin-2-yl)-N-((5-(tetrahydrofuran-3-yl)pyridin-2-yl)methyl)quinoline-6-carbohydrazide NC1=NC2=CC=C(C=C2C=C1C)C(=O)N(N(C1=NC=CC=N1)C)CC1=NC=C(C=C1)C1COCC1